2-(2,6-dichlorobenzamido)-10-((4-methyl-5-oxo-3,4,5,6-tetrahydropyrazin-2-yl)amino)decanoic acid ClC1=C(C(=O)NC(C(=O)O)CCCCCCCCNC2=NCC(N(C2)C)=O)C(=CC=C1)Cl